C1(=C(C=CC=C1)NC(=N)NC1=C(C=CC=C1)C1=CC=CC=C1)C1=CC=CC=C1 1,3-di-o-biphenylylguanidine